ClC=1C=C(C=2CC[C@H](C2C1)O)S(=O)(=O)NC1=C(C(=C(C=C1)F)C=1C(=C2C=NC(=NC2=CC1)NC1CCN(CC1)C)F)F (1R)-6-chloro-N-(2,4-difluoro-3-{5-fluoro-2-[(1-methylpiperidin-4-yl)amino]quinazolin-6-yl}phenyl)-1-hydroxy-2,3-dihydro-1H-indene-4-sulfonamide